CN(C1=NC=2N(C3=CC(=CC=C13)S(=O)(=O)C)C=NN2)C2=CC=CC=C2 N-methyl-8-(methylsulfonyl)-N-Phenyl-[1,2,4]triazolo[4,3-a]quinazolin-5-amine